FC(C1=NN=C(S1)C1=NC(=NC2=C(C=C(C=C12)S(=O)(=O)NC1(CC1)C)N1C[C@@H]2COCCN2CC1)C)F (R)-4-(5-(difluoromethyl)-1,3,4-thiadiazol-2-yl)-8-(hexahydropyrazino[2,1-c][1,4]oxazin-8(1H)-yl)-2-methyl-N-(1-methylcyclopropyl)quinazoline-6-sulfonamide